FC(F)(F)C12CNCC2C1 (trifluoromethyl)-3-azabicyclo[3.1.0]hexane